ClCC=1C=C(C=CC1C)C(C(C(=O)OCC1=CC=CC=C1)(C)C)C1=C(C=2N(C=C1)C(=NN2)C(F)(F)F)C Benzyl 3-(3-(chloromethyl)-4-methylphenyl)-2,2-dimethyl-3-(8-methyl-3-(trifluoromethyl)-[1,2,4]triazolo[4,3-a]pyridin-7-yl)propanoate